COC1=CC(=C2C(=C1)OC(=O)C3=C2OC4=CC(=C(C=C43)O)O)O The molecule is a member of the class of coumestans that is coumestan with hydroxy substituents as positions 1, 8 and 9 and a methoxy substituent at position 3. It has a role as an antineoplastic agent, an EC 5.99.1.3 [DNA topoisomerase (ATP-hydrolysing)] inhibitor, an apoptosis inducer, a hepatoprotective agent and a metabolite. It is a member of coumestans, a delta-lactone, an aromatic ether and a polyphenol. It derives from a coumestan.